(R)-2-[(2-acetyl-7-methoxy-1,2,3,4-tetrahydroisoquinolin-6-yl)amino]-8-cyclopentyl-7-ethyl-5-methyl-7,8-dihydropterin C(C)(=O)N1CC2=CC(=C(C=C2CC1)N[C@@]1(NC=2N(C(CN(C2C(N1)=O)C)CC)C1CCCC1)N)OC